(R)-4'-(5-(3-hydroxy-1-methyl-2-oxopyrrolidin-3-yl)isoxazol-3-yl)-[2,2'-bipyridine]-6-carboxamide O[C@@]1(C(N(CC1)C)=O)C1=CC(=NO1)C1=CC(=NC=C1)C1=NC(=CC=C1)C(=O)N